bicyclo[3.1.0]Hexane-6-carbaldehyde C12CCCC2C1C=O